rac-tert-butyl N-[5-[[2-[(2S,4R)-4-cyano-2-phenyl-1-piperidyl]-2-oxo-acetyl]amino]-3-methyl-2-pyridyl]carbamate C(#N)[C@H]1C[C@H](N(CC1)C(C(=O)NC=1C=C(C(=NC1)NC(OC(C)(C)C)=O)C)=O)C1=CC=CC=C1 |r|